COC1CC(C1)CN[C@H]1[C@@H](CCCC1)OC=1C=C2CN(C(C2=CC1)=O)C1C(NC(CC1)=O)=O 3-(5-(((1R,2R)-2-((((1s,3S)-3-methoxycyclobutyl)methyl)amino)cyclohexyl)oxy)-1-oxoisoindolin-2-yl)piperidine-2,6-dione